ClC=1C(=NC=CC1)N1N=C(C=C1C(=O)O)C1(CC1)F 2-(3-chloro-2-pyridyl)-5-(1-fluorocyclopropyl)pyrazole-3-carboxylic acid